amino-γ-(thioureido)-n-butyric acid NC(C(=O)O)CCNC(=S)N